2-phenoxypropyl-methylimidazole O(C1=CC=CC=C1)C(CC=1N=C(NC1)C)C